3-bromo-6-(3,5-difluorophenyl)-5-(4-methylquinazolin-6-yl)pyridin-2-amine BrC=1C(=NC(=C(C1)C=1C=C2C(=NC=NC2=CC1)C)C1=CC(=CC(=C1)F)F)N